[N+](=O)([O-])C1=C(C=CC(=C1)[N+](=O)[O-])[O-].N[N+]1=CC(=C(C=C1C#CCCC(C)(C)O[Si](C)(C)C(C)(C)C)NC(=O)OC(C)(C)C)C(=O)OCC ethyl 1-amino-4-(tert-butoxycarbonylamino)-6-[5-[tert-butyl(dimethyl)silyl]oxy-5-methyl-hex-1-ynyl]pyridin-1-ium-3-carboxylate 2,4-dinitrophenolate salt